C(C)(=O)OC1=C(C(=C(C(=C1)OC(C)=O)C(=O)N1CC2=CC(=CC(=C2C1)NC)C)C)C [5-Acetoxy-2,3-dimethyl-4-[6-methyl-4-(methylamino)isoindoline-2-carbonyl]phenyl] acetate